Ethyl 2-(dibenzylamino)-5-ethoxy-1-methyl-6-oxo-1,6-dihydropyrimidine-4-carboxylate C(C1=CC=CC=C1)N(C=1N(C(C(=C(N1)C(=O)OCC)OCC)=O)C)CC1=CC=CC=C1